CN1CCN(CC1)C1=CC=C(C=C1)NC(=O)C=1C(NC=CC1NC=1N=NC=CC1C)=O N-(4-(4-Methylpiperazin-1-yl)phenyl)-4-((4-methylpyridazin-3-yl)amino)-2-oxo-1,2-dihydropyridine-3-carboxamide